NC1=NC=CC2=C1C(=NN2C2CCC(CC2)O)C2=CC=C(CNC(C1=C(C=CC(=C1)F)OC)=O)C=C2 N-(4-(4-amino-1-((1s,4s)-4-hydroxycyclohexyl)-1H-pyrazolo[4,3-c]pyridin-3-yl)benzyl)-5-fluoro-2-methoxybenzamide